N(=[N+]=[N-])[C@](C)(CC)C1=CN=C(C2=CN=C(C=C12)Cl)O[C@@H](C)CC(C)(S(=O)(=O)C)C 4-((R)-2-azidobut-2-yl)-6-chloro-1-(((S)-4-methyl-4-(methylsulfonyl)pent-2-yl)oxy)-2,7-naphthyridine